(2-chlorophenyl)-2-hydroxypropyl-1,2,4-triazole ClC1=C(C=CC=C1)C1=NC(=NN1)CC(C)O